2-chloro-ethynylpyrazine ClC#CC1=NC=CN=C1